1,3-Bis(4,4,5,5-tetramethyl-1,3,2-dioxaborolan-2-yl)benzol CC1(OB(OC1(C)C)C1=CC(=CC=C1)B1OC(C(O1)(C)C)(C)C)C